4-((4-aminobutyl)amino)-3-methoxy-5-nitrobenzamide hydrochloride Cl.NCCCCNC1=C(C=C(C(=O)N)C=C1[N+](=O)[O-])OC